2-(((1r,2r,4r)-4-amino-2-hydroxycyclopentyl)amino)-N,N-dimethyl-benzo[d]thiazole-6-carboxamide N[C@H]1C[C@H]([C@@H](C1)NC=1SC2=C(N1)C=CC(=C2)C(=O)N(C)C)O